4-chloro-N-(4-((2-methyl-1-(methylamino)-1-oxopropan-2-yl)oxy)phenethyl)benzamide ClC1=CC=C(C(=O)NCCC2=CC=C(C=C2)OC(C(=O)NC)(C)C)C=C1